[Be].OC1=CC=NC2=CC=CC=C12.OC1=CC=NC2=CC=CC=C12 bis(4-hydroxy-quinoline) beryllium